(E)-2-methyl-N-(4-methylbenzyl)undecane-1-imine oxide CC(\C=[N+](/CC1=CC=C(C=C1)C)\[O-])CCCCCCCCC